2-acetylmercapto-4,6-bis(3,5-di-tert-butyl-4-hydroxyanilino)-1,3,5-triazine C(C)(=O)SC1=NC(=NC(=N1)NC1=CC(=C(C(=C1)C(C)(C)C)O)C(C)(C)C)NC1=CC(=C(C(=C1)C(C)(C)C)O)C(C)(C)C